spiro[3.3]heptan-2-ylmethyl 1H-imidazole-1-carboxylate N1(C=NC=C1)C(=O)OCC1CC2(C1)CCC2